FC(C=1C=C(C=CC1)[C@H](C)N)(F)F (S)-1-(3-(trifluoromethyl)phenyl)ethane-1-amine